4-(6-amino-2-iodo-9H-purin-9-yl)cyclohexanecarboxylic acid NC1=C2N=CN(C2=NC(=N1)I)C1CCC(CC1)C(=O)O